(7S)-2-(((S)-1-Benzylpyrrolidin-3-yl)amino)-4,7,8-trimethyl-7,8-dihydropteridin-6(5H)-one C(C1=CC=CC=C1)N1C[C@H](CC1)NC1=NC=2N([C@H](C(NC2C(=N1)C)=O)C)C